C1=C2C=3C=CC=CC3N3C2=C(C=C1)C1=CC=CC=C13 Indolo-[3,2,1-jk]Carbazole